C(\C=C\C1=CC(O)=C(OC)C=C1)(=O)O Isoferulic acid